C(=O)O.FC(OCCCN1N=C(C=C1C=1N=C(N(C1)C)C1=NC(=CC2=C1C=NN2C)C(=O)N)C)F 4-(4-{1-[3-(difluoromethoxy)propyl]-3-methyl-1H-pyrazol-5-yl}-1-methyl-1H-imidazol-2-yl)-1-methyl-1H-pyrazolo[4,3-c]pyridine-6-carboxamide formate salt